C1C(CC12CCC2)COC(C(=O)N)C (spiro[3.3]heptan-2-ylmethoxy)propanamide